methyl 6-bromo-1-methyl-4-((2-methyl-oxazol-4-yl) (tetrahydro-2H-pyran-4-yl) methyl)-1,4-dihydropyrazolo[3',4':4,5]pyrrolo[3,2-b]pyridine-3-carboxylate BrC=1C=C2C(=NC1)C1=C(N2C(C2CCOCC2)C=2N=C(OC2)C)C(=NN1C)C(=O)OC